2-(4-{[diethyl(methyl)ammonio]methyl}phenyl)-6-methoxy-1-methyl-4-{[(2Z)-3-methyl-1,3-benzoxazol-2-ylidene]methyl}quinolin-1-ium C(C)[N+](C)(CC)CC1=CC=C(C=C1)C1=[N+](C2=CC=C(C=C2C(=C1)\C=C\1/OC2=C(N1C)C=CC=C2)OC)C